Tert-butyl ((6-(2-bromoacetyl)-4,4-difluoro-4,5,6,7-tetrahydrothieno[2,3-c]pyridin-7-yl)methyl)carbamate BrCC(=O)N1C(C2=C(C(C1)(F)F)C=CS2)CNC(OC(C)(C)C)=O